Methyl 1-benzyl-1,2,3,4-tetrahydroquinoline-6-carboxylate C(C1=CC=CC=C1)N1CCCC2=CC(=CC=C12)C(=O)OC